methyl 1-(6-aminopyridin-2-yl)-3-methylpyrrolidine-3-carboxylate NC1=CC=CC(=N1)N1CC(CC1)(C(=O)OC)C